N-(3-fluoro-4-methoxybenzyl)-3-nitrobenzamide FC=1C=C(CNC(C2=CC(=CC=C2)[N+](=O)[O-])=O)C=CC1OC